1,2-phenylene dibenzoate hydrochloride Cl.C(C1=CC=CC=C1)(=O)OC1=C(C=CC=C1)OC(C1=CC=CC=C1)=O